4,8-dimethyl-7,8-dihydropteridin-6(5H)-one CC1=NC=NC=2N(CC(NC12)=O)C